N,N-dimethyl-5-((6-(1-methyl-1,2,5,6-tetrahydropyridin-3-yl)-4-morpholinofuro[3,2-d]pyrimidin-2-yl)amino)-3-phenyl-1H-pyrazole-1-sulfonamide CN(S(=O)(=O)N1N=C(C=C1NC=1N=C(C2=C(N1)C=C(O2)C=2CN(CCC2)C)N2CCOCC2)C2=CC=CC=C2)C